(2,4-dihydroxy-5-isopropylphenyl)(4-methyl-2-phenylpiperazin-1-yl)methanone tert-butyl-3-(4-(4-chloroquinolin-6-yl)-3-fluorobenzyl)-3,8-diazabicyclo[3.2.1]octane-8-carboxylate C(C)(C)(C)OC(=O)N1C2CN(CC1CC2)CC2=CC(=C(C=C2)C=2C=C1C(=CC=NC1=CC2)Cl)F.OC2=C(C=C(C(=C2)O)C(C)C)C(=O)N2C(CN(CC2)C)C2=CC=CC=C2